bis[3-(trimethoxysilyl)propyl]-disulfane CO[Si](CCCSSCCC[Si](OC)(OC)OC)(OC)OC